butyl 2-[2-[[6-methoxy-5-(4-methylpiperazin-1-yl)sulfonyl-1,3-benzothiazol-2-yl]methylcarbamoyl]indan-2-yl]acetate COC1=CC2=C(N=C(S2)CNC(=O)C2(CC3=CC=CC=C3C2)CC(=O)OCCCC)C=C1S(=O)(=O)N1CCN(CC1)C